Palmitoamide C(CCCCCCCCCCCCCCC)(=O)N